dipalmitoylhydroxystearate C(CCCCCCCCCCCCCCC)(=O)C(C(C(=O)[O-])(O)C(CCCCCCCCCCCCCCC)=O)CCCCCCCCCCCCCCC